ClC1=C(C=C(CN2CC=3C(=NN4C3C(N(C(C4)C(=O)N)CC4=CC=C(C=C4)OC(F)F)=O)CC2C)C=C1)C#N 2-(4-Chloro-3-cyanobenzyl)-9-(4-(difluoromethoxy)benzyl)-3-methyl-10-oxo-1,2,3,4,7,8,9,10-octahydropyrido[4',3':3,4]pyrazolo[1,5-a]pyrazine-8-carboxamide